4-methylene-6-(trifluoromethyl)isochroman tert-butyl-8-(2-fluoro-3-(methoxycarbonyl)phenyl)-2,8-diazaspiro[4.5]decane-2-carboxylate C(C)(C)(C)OC(=O)N1CC2(CC1)CCN(CC2)C2=C(C(=CC=C2)C(=O)OC)F.C=C2COCC1=CC=C(C=C21)C(F)(F)F